1-((2S,4a'R,7'R,8'S,8a'R)-7'-(benzyloxy)-2',2'-dimethyloctahydro-4'H-spiro[pyran-2,6'-pyrano[3,2-d][1,3]dioxine]-8'-yl)-4-(3,4,5-trifluorophenyl)-1H-1,2,3-triazole C(C1=CC=CC=C1)O[C@@H]1[C@H]([C@H]2OC(OC[C@H]2O[C@]12OCCCC2)(C)C)N2N=NC(=C2)C2=CC(=C(C(=C2)F)F)F